S(=O)(=O)([O-])[O-].C(C)(C)(C)OC(=O)N1CCC(CC1)NC(=O)[C@H]1N2C(N([C@H](CC1)C2)CCCC[N+](CCCC)(CCCC)CCCC)=O.C(C)(C)(C)OC(=O)N2CCC(CC2)NC(=O)[C@H]2N1C(N([C@H](CC2)C1)CCCC[N+](CCCC)(CCCC)CCCC)=O (1R,2S,5R)-2-((1-(tert-Butoxycarbonyl)piperidin-4-yl)carbamoyl)-7-oxo-1,6-diazabicyclo[3.2.1]oct-6-yl-tetrabutylammonium sulfate